CN(CC(=O)[O-])C.[Na+] Natrium N,N-dimethylglycinat